1-(pyridin-4-yl)-1H-indazole-5-carboxylic acid N1=CC=C(C=C1)N1N=CC2=CC(=CC=C12)C(=O)O